COC(C(C(F)(F)F)(F)F)(C(F)(F)F)F 1-methoxyperfluoromethyl-propane